Octyl ((perfluorophenoxy)(phenoxy)phosphoryl)-L-phenylalaninate FC1=C(OP(=O)(OC2=CC=CC=C2)N[C@@H](CC2=CC=CC=C2)C(=O)OCCCCCCCC)C(=C(C(=C1F)F)F)F